(2,6,6-trimethyl-2-cyclohexen-1-yl)-1-penten CC=1C(C(CCC1)(C)C)C=CCCC